N-[1-[3-[4-(2-pyridyl)triazol-2-yl]pyrazin-2-yl]ethyl]-3,5-bis(trifluoro-methyl)benzamide N1=C(C=CC=C1)C1=NN(N=C1)C=1C(=NC=CN1)C(C)NC(C1=CC(=CC(=C1)C(F)(F)F)C(F)(F)F)=O